(3R)-3-[(2S)-1-(tert-butoxy)-1-oxo-3-[3-(2-oxoethyl)phenyl]propan-2-yl]pyrrolidine-1-carboxylic acid tert-butyl ester C(C)(C)(C)OC(=O)N1C[C@H](CC1)[C@@H](C(=O)OC(C)(C)C)CC1=CC(=CC=C1)CC=O